(((4-nitrophenoxy)carbonyl)oxy)methyl decanoate C(CCCCCCCCC)(=O)OCOC(=O)OC1=CC=C(C=C1)[N+](=O)[O-]